[Si](OC(C)CC)([O-])([O-])[O-] secondarybutyl orthosilicate